N-[(1-Amino-6-isoquinolyl)methyl]-4-methyl-5-[[3-(4-pyridyloxy)azetidin-1-yl]methyl]thiophene-2-carboxamide NC1=NC=CC2=CC(=CC=C12)CNC(=O)C=1SC(=C(C1)C)CN1CC(C1)OC1=CC=NC=C1